C(C)(C)(C)OC(=O)N(CCF)CC1=CC=C(C=C1)C1=NN=C(N=N1)C1=CC=C(CN(C(OC(C)(C)C)=O)CCO)C=C1 tert-butyl (4-(6-(4-(((tert-butoxycarbonyl)(2-fluoroethyl)amino)methyl)phenyl)-1,2,4,5-tetrazin-3-yl)benzyl)(2-hydroxyethyl)carbamate